2-(3,4-dimethoxyphenyl)-1,4-dimethyl-6-(4-(6-(oxetan-3-yl)-2,6-diazaspiro[3.3]heptan-2-yl)phenyl)-1H-imidazo[4,5-c]pyridine COC=1C=C(C=CC1OC)C=1N(C2=C(C(=NC(=C2)C2=CC=C(C=C2)N2CC3(C2)CN(C3)C3COC3)C)N1)C